3-(2-Cyclopropylpropane-2-yl)-5'-methyl-2-oxo-2H-[1,2'-bipyridine]-4'-carboxylic acid methyl ester COC(=O)C1=CC(=NC=C1C)N1C(C(=CC=C1)C(C)(C)C1CC1)=O